N-(2-chloro-6-(difluoromethoxy)pyridin-3-yl)-3-(2-isopropylphenyl)-5-oxopyrrolidine-3-carboxamide ClC1=NC(=CC=C1NC(=O)C1(CNC(C1)=O)C1=C(C=CC=C1)C(C)C)OC(F)F